C(#N)C=1C=C2CCCC(C2=CC1)NC=1C=C2C(=NNC2=CC1)C=1N(C=CC1)C(=O)OC(C)(C)C tert-Butyl 2-(5-((6-cyano-1,2,3,4-tetrahydronaphthalen-1-yl)amino)-1H-indazol-3-yl)-1H-pyrrole-1-carboxylate